5-(3-(Difluoromethoxy)phenyl)-N-(3-(2-(4-methylpiperazin-1-yl)propyl)-1,2,4-thiadiazol-5-yl)-2-(trifluoromethyl)furan-3-carboxamide FC(OC=1C=C(C=CC1)C1=CC(=C(O1)C(F)(F)F)C(=O)NC1=NC(=NS1)CC(C)N1CCN(CC1)C)F